COC(=O)C1=C(NC=2CC(CC(C2C1C1=CC(=CC=C1)O)=O)C=1SC=CC1)C methyl-4-(3-hydroxyphenyl)-2-methyl-5-oxo-7-(2-thienyl)-1,4,5,6,7,8-hexahydro-3-quinolinecarboxylate